4-Hydroxypyrazolo[1,5-a]pyrazine-2-carboxylic acid ethyl ester C(C)OC(=O)C1=NN2C(C(=NC=C2)O)=C1